C1(CC1)N1C=C2C(=NN(C(C2=C(C1=O)OC)=O)C)N[C@H](C)C1=C(C(=CC=C1)C(F)F)F (R)-6-cyclopropyl-4-((1-(3-(difluoromethyl)-2-fluorophenyl)ethyl)amino)-8-methoxy-2-methyl-2,6-dihydropyrido[3,4-d]pyridazine-1,7-dione